(S)-benzyl 3-((7-cyano-5-fluoro-2,3-dimethyl-1H-indol-4-yl)(methyl)amino)pyrrolidine-1-carboxylate C(#N)C=1C=C(C(=C2C(=C(NC12)C)C)N([C@@H]1CN(CC1)C(=O)OCC1=CC=CC=C1)C)F